B(C1=CC(=C(C=C1)C(=O)NC(C)C)Cl)(O)O 3-CHLORO-4-(N-ISOPROPYLCARBAMOYL)PHENYLBORONIC ACID